O1[C@H](COC2=C1C=CC=C2)CN2C[C@H](CCC2)C2=CC(=CC=C2)OC |o1:13| (R*)-1-[(S)-1-(2,3-dihydrobenzo[1,4]dioxin-2-yl)methyl]-3-(3-methoxyphenyl)piperidine